(trans)-4-(((tert-butoxycarbonyl)amino)methyl)cyclohexane-1-carboxylic acid C(C)(C)(C)OC(=O)NC[C@@H]1CC[C@H](CC1)C(=O)O